C(C)OC(=O)C1=C(N=C(S1)NC1=NC(=CC(=N1)C1=CC=C(C=C1)CO)N1CCC(CC1)O)C 2-[4-(4-Hydroxymethyl-phenyl)-6-(4-hydroxy-piperidin-1-yl)-pyrimidin-2-ylamino]-4-methylthiazole-5-carboxylic acid ethyl ester